N-[1-[4-chloro-3-(4-methylsulfinylpyrazol-1-yl)-2-pyridyl]ethyl]-3,5-bis(trifluoromethyl)benzamide ClC1=C(C(=NC=C1)C(C)NC(C1=CC(=CC(=C1)C(F)(F)F)C(F)(F)F)=O)N1N=CC(=C1)S(=O)C